2-(5,5'-Difluoro-6'-methyl-[3,4'-bipyridin]-2'-yl)-5-(4-fluorophenyl)-1,3,4-oxadiazole FC=1C=C(C=NC1)C1=CC(=NC(=C1F)C)C=1OC(=NN1)C1=CC=C(C=C1)F